NC1=NN2C(C=C(C=C2)C=2C=NC(=C(C(=O)NCCC(C)C3=CC=CC=C3)C2)NC)=N1 5-(2-amino-[1,2,4]triazolo[1,5-a]pyridin-7-yl)-2-(methylamino)-N-(3-phenylbutyl)nicotinamide